N,N'-diacetyl-hydrazine tert-butyl-2-((2S,3R)-3-acetoxy-1-oxo-1-(pyrrolidin-1-yl)butan-2-yl)-1-oxo-2,5-diazaspiro[3.4]octane-5-carboxylate C(C)(C)(C)OC(=O)N1C2(CN(C2=O)[C@H](C(N2CCCC2)=O)[C@@H](C)OC(C)=O)CCC1.C(C)(=O)NNC(C)=O